ClP1(OCCO1)=O 2-chloro-2-oxo-1,3,2-dioxaphospholane